CC(CNCC=1NC2=CC(=CC=C2C1)CNC(=O)C=1N=C2N(C(C1)=O)C=CC=C2)(C)C N-[[2-[(2,2-dimethylpropyl-amino)methyl]-1H-indol-6-yl]methyl]-4-oxo-pyrido[1,2-a]pyrimidine-2-carboxamide